Undecafluorohexylamine FC(C(C(C(CN)(F)F)(F)F)(F)F)(C(F)(F)F)F